tert-butyl (N-(2-((5-chloro-2-((2-methoxy-4-(4-(4-methylpiperazin-1-yl)piperidin-1-yl)phenyl)amino)pyrimidin-4-yl)amino)phenyl)sulfamoyl)carbamate ClC=1C(=NC(=NC1)NC1=C(C=C(C=C1)N1CCC(CC1)N1CCN(CC1)C)OC)NC1=C(C=CC=C1)NS(=O)(=O)NC(OC(C)(C)C)=O